(2R,4as,6S,7R,8S,8as)-7,8-bis((tert-butyldimethylsilyl)oxy)-6-((S,E)-1-((tert-butyldimethylsilyl)oxy)-3-iodoallyl)octahydropyrano[3,2-b]pyran [Si](C)(C)(C(C)(C)C)O[C@H]1[C@H]([C@H]2OCCC[C@@H]2O[C@H]1[C@H](\C=C\I)O[Si](C)(C)C(C)(C)C)O[Si](C)(C)C(C)(C)C